5-(4-((3-ethyl-2,4-dioxo-1,2,3,4-tetrahydroquinazolin-7-yl)methyl)piperazin-1-yl)-N-methyl-1H-pyrazole-3-carboxamide C(C)N1C(NC2=CC(=CC=C2C1=O)CN1CCN(CC1)C1=CC(=NN1)C(=O)NC)=O